BrC=1C=C2C(=C(C=NC2=CC1OC)F)NC=1C=CC2=C(N=CS2)C1 N-(6-bromo-3-fluoro-7-methoxyquinolin-4-yl)benzo[d]thiazol-5-amine